OC=1C=C(C=C(C1O)O)CCCCCC(=C)C 7-(3,4,5-trihydroxyphenyl)-2-methyl-1-heptene